C1(CCC1)C1=NC=CC(=C1CO)C (2-cyclobutyl-4-methylpyridin-3-yl)methanol